2-(6-(2-chloro-5-Fluoro-7H-pyrrolo[2,3-d]pyrimidin-7-yl)pyridin-2-yl)propan-2-ol ClC=1N=CC2=C(N1)N(C=C2F)C2=CC=CC(=N2)C(C)(C)O